C(C)(C)(CC)C(C(=O)OO)CCCCCC t-amyl-peroxyn-octanoic acid